NCC(CN1N=CN(C1=O)C=1C=NC(=CC1)C=1C=NN(C1)CC)=C(F)F 2-[2-(aminomethyl)-3,3-difluoro-allyl]-4-[6-(1-ethylpyrazol-4-yl)-3-pyridinyl]-1,2,4-triazol-3-one